N-(4-(4-((4-bromophenyl)sulfonamido)phenyl)-7H-pyrrolo[2,3-d]pyrimidin-2-yl)cyclopropylcarboxamide BrC1=CC=C(C=C1)S(=O)(=O)NC1=CC=C(C=C1)C=1C2=C(N=C(N1)NC(=O)C1CC1)NC=C2